tert-butyl 4-(5-((trimethylsilyl)ethynyl)pyrimidin-2-yl)piperazine-1-carboxylate C[Si](C)(C)C#CC=1C=NC(=NC1)N1CCN(CC1)C(=O)OC(C)(C)C